1,3-bis(6-neopentyloxyhexyl)imidazolium C(C(C)(C)C)OCCCCCCN1C=[N+](C=C1)CCCCCCOCC(C)(C)C